6-(8-(benzo[d]thiazol-2-ylcarbamoyl)-3,4-dihydroisoquinolin-2(1H)-yl)-2'-(cyclohexyloxy)-3'-methyl-3,4'-bipyridine-2-carboxylic acid tert-butyl ester C(C)(C)(C)OC(=O)C1=NC(=CC=C1C1=C(C(=NC=C1)OC1CCCCC1)C)N1CC2=C(C=CC=C2CC1)C(NC=1SC2=C(N1)C=CC=C2)=O